tert-butyl (3-chloro-1-(2-cyanopropan-2-yl)-1H-pyrazol-4-yl)carbamate ClC1=NN(C=C1NC(OC(C)(C)C)=O)C(C)(C)C#N